tert-butyl-[3-(6-fluoro-5-methyl-1,3-benzothiazol-4-yl)cyclobutoxy]-dimethyl-silane C(C)(C)(C)[Si](C)(C)OC1CC(C1)C1=C(C(=CC2=C1N=CS2)F)C